2-(5-Fluoropyridin-2-yl)-7-methyl-3-(1H-pyrazolo[3,4-b]pyridin-4-yl)-7,8-dihydro-4H,6H-pyrazolo[5,1-c][1,4]oxazepin-7-ol FC=1C=CC(=NC1)C1=NN2C(COCC(C2)(O)C)=C1C1=C2C(=NC=C1)NN=C2